C1(CC1)C1=NNC(=C1C(O)C1=CC(=C(C=C1)S(=O)(=O)C)C)CO (3-cyclopropyl-5-(hydroxymethyl)-1H-pyrazol-4-yl)(3-methyl-4-(methylsulfonyl)phenyl)methanol